ClC1=CC=CC(=N1)C(CNC(=O)C=1SC(=NN1)C=1C(=NC(=CC1)F)F)(C)C=1C=NN(C1)C N-[2-(6-chloropyridin-2-yl)-2-(1-methylpyrazol-4-yl)propyl]-5-(2,6-difluoropyridin-3-yl)-1,3,4-thiadiazole-2-carboxamide